2-(3H-[1,2,3]triazolo[4,5-b]pyridin-3-yl)-1,1,3,3-tetramethylisouronium HCl Cl.N1=NN(C2=NC=CC=C21)OC(N(C)C)=[N+](C)C